(S)-2-amino-3-(4-dihydroxyboryl-2-fluorophenyl)-2-methylpropanoic acid N[C@](C(=O)O)(CC1=C(C=C(C=C1)B(O)O)F)C